C(C)N(C1=CC=NC=C1)CC 4-diethylaminopyridine